C(C)(C)(C)C1=C2C=CC3=CC=C(C4=CC=C(C=C1)C2=C43)NC=4C=C(C=CC4)O 3-((6-(tert-butyl)pyren-1-yl)amino)phenol